3-(3,5-dichloro-4-fluorobenzyl)-4-methyl-4H-1,2,4-triazole ClC=1C=C(CC2=NN=CN2C)C=C(C1F)Cl